C1(CC1)C1=C(C(=NO1)C1=C(C=CC=C1Cl)Cl)CO[C@H]1[C@@H]2CN([C@H](C1)C2)C2=C(C=C(C=C2)CCC(=O)OCCN(CCO)CCO)F 2-[bis(2-hydroxyethyl)amino]ethyl 3-{4-[(1S,4S,5R)-5-{[5-cyclopropyl-3-(2,6-dichlorophenyl)-1,2-oxazol-4-yl]methoxy}-2-azabicyclo[2.2.1]heptan-2-yl]-3-fluorophenyl}propanoate